FC=1C=C(CC2N(CC3(CC2)CCCCC3)C)C=C(C1)OC 3-(3-fluoro-5-methoxybenzyl)-2-methyl-2-azaspiro[5.5]Undecane